1-(3-(((3-Chloro-5-isopropylisoquinolin-8-yl)amino)methyl)azetidin-1-yl)ethan-1-one ClC=1N=CC2=C(C=CC(=C2C1)C(C)C)NCC1CN(C1)C(C)=O